(S)-4-(((4-oxochroman-7-yl)oxy)(pyridin-4-yl)methyl)-1-naphthonitrile O=C1CCOC2=CC(=CC=C12)O[C@H](C1=CC=C(C2=CC=CC=C12)C#N)C1=CC=NC=C1